N1(CCNCC1)C(=O)OC1=CC(=C(C=C1)NC1=NC=C(C(=N1)NC1=C(C=CC=C1)N(C)S(=O)C)Cl)OC (4-((5-chloro-4-((2-(N-methyl methylsulfinylamino) phenyl) amino) pyrimidin-2-yl) amino)-3-methoxyphenyl) piperazine-1-carboxylate